6-[[5-(trifluoromethyl)pyrazin-2-yl]methyl]-2-azaspiro[3.3]heptane-2-carboxylic acid tert-butyl ester C(C)(C)(C)OC(=O)N1CC2(C1)CC(C2)CC2=NC=C(N=C2)C(F)(F)F